NC(CCN(NC([C@H](CC(C)C)NC(OCC1=CC=CC=C1)=O)=O)C(CBr)=O)=O (S)-Benzyl (1-(2-(3-amino-3-oxo-propyl)-2-(2-bromoacetyl)hydrazinyl)-4-methyl-1-oxo-pentan-2-yl)carbamate